(2-bromophenyl)-(2-pyridinyl)methanol BrC1=C(C=CC=C1)C(O)C1=NC=CC=C1